C1(CCCC1)NC(=O)C1C(C2=CC=3C(C(C(C3C=C2C1=O)=O)C(=O)NC1CCCC1)=O)=O N2,N6-dicyclopentyl-1,3,5,7-tetraoxo-1,2,3,5,6,7-hexahydro-s-indacene-2,6-dicarboxamide